2-(4-(6-(5,6-Dimethoxypyridin-3-yl)-4-methylquinazolin-8-yl)phenoxy)-N-(2-(dimethylamino)ethyl)-N-methylacetamide COC=1C=C(C=NC1OC)C=1C=C2C(=NC=NC2=C(C1)C1=CC=C(OCC(=O)N(C)CCN(C)C)C=C1)C